NCCOCCOCCCC1=CC2=C(N(C(O2)=O)N2C(CCCC2=O)=O)C=C1 [6-[3-[2-(2-Aminoethoxy)ethoxy]propyl]-2-oxo-1,3-benzoxazol-3-yl]piperidine-2,6-dione